BrC1=C2C=CC=CC2=C(C2=CC=CC=C12)C1=CC2=C(OC3=C2C=CC=C3)C(=C1)Cl 2-(10-bromoanthracene-9-yl)-4-chlorodibenzofuran